n-tricosyl carbamate C(N)(OCCCCCCCCCCCCCCCCCCCCCCC)=O